(3S,5R)-3-((3-(4-Aminopyrido[3,2-d]pyrimidin-6-yl-2-d)phenyl)ethynyl)-3-hydroxy-1,5-dimethylpyrrolidin-2-one NC=1C2=C(N=C(N1)[2H])C=CC(=N2)C=2C=C(C=CC2)C#C[C@@]2(C(N([C@@H](C2)C)C)=O)O